ethyl 1-[3-[(1R)-1-aminoethyl]-2-fluoro-phenyl]cyclopropanecarboxylate N[C@H](C)C=1C(=C(C=CC1)C1(CC1)C(=O)OCC)F